α-naphthylamide C1(=CC=CC2=CC=CC=C12)[NH-]